C(C)(C)(C)OC(=O)N1CC(=CC1)B1OC(C(O1)(C)C)(C)C 3-(4,4,5,5-tetramethyl-1,3,2-dioxaborolane-2-yl)-2,5-dihydro-1H-pyrrole-1-carboxylic acid tert-butyl ester